ClC1=CC=C(N=N1)N1[C@H](COCC1)CO [(3S)-4-(6-chloropyridazin-3-yl)morpholin-3-yl]methanol